4-methyl-2-(pyridin-2-yl)-1,3-thiazole CC=1N=C(SC1)C1=NC=CC=C1